CN1CC(C(CC1)N)C(F)(F)F 1-methyl-3-(trifluoromethyl)piperidin-4-amine